N-(2-(4-fluorophenyl)-7-(1-methyl-1H-imidazol-4-yl)-1H-indol-5-yl)acrylamide FC1=CC=C(C=C1)C=1NC2=C(C=C(C=C2C1)NC(C=C)=O)C=1N=CN(C1)C